zinc-iridium [Ir].[Zn]